CO[C@H](C(=O)O[Li])COC(C1=CC=CC=C1)(C1=CC=CC=C1)C1=CC=CC=C1 lithio (2S)-2-methoxy-3-(triphenylmethoxy)propanoate